N-[5-[4-[(3-fluoro-1-methyl-azetidin-3-yl)methoxy]-2-methyl-pyrazol-3-yl]pyrazolo[1,5-a]pyridin-2-yl]cyclopropanecarboxamide FC1(CN(C1)C)COC1=C(N(N=C1)C)C1=CC=2N(C=C1)N=C(C2)NC(=O)C2CC2